C(C1=CN=CC=C1)(=O)OC1=C(C(=CC(=C1)Cl)C=NC(C(=O)OC)C(C)C)OC(C(C)C)=O 5-chloro-2-(isobutyryl-oxy)-3-((1-methoxy-3-methyl-1-oxobutan-2-ylimino)methyl)phenyl nicotinate